1-(1-methyl-5-oxopyrrolidin-3-yl)-N-((5-phenyl-1,3,4-thiadiazol-2-yl)methyl)-1H-1,2,3-triazole-4-carboxamide CN1CC(CC1=O)N1N=NC(=C1)C(=O)NCC=1SC(=NN1)C1=CC=CC=C1